C(#N)CC(C(=O)N)OC1=CC(=C(C(=C1)C)CC1=CC(=C(C=C1)O)C(C)C)C (cyanomethyl)-2-(4-(4-hydroxy-3-isopropylbenzyl)-3,5-dimethylphenoxy)acetamide